2-methyl-5-(4-methylthiophenyl)-pyrrol-1-yl-EthoxyPhenyl-Propionic Acid Cobalt Salt [Co+2].CC=1N(C(=CC1)C=1SC=C(C1)C)CC(C(=O)[O-])(C1=CC=CC=C1)OCC.CC=1N(C(=CC1)C=1SC=C(C1)C)CC(C(=O)[O-])(OCC)C1=CC=CC=C1